COC(=O)C1(CC1)C1=C(C(=CC=C1)[N+](=O)[O-])OC 1-(2-methoxy-3-nitrophenyl)cyclopropane-1-carboxylic acid methyl ester